2,2-difluoro-3-(4-tert-butylphenyl)-3-butenoic acid n-hexyl ester C(CCCCC)OC(C(C(=C)C1=CC=C(C=C1)C(C)(C)C)(F)F)=O